N-[5-[3-(cyclopropoxy)-2-oxo-pyrrolidin-1-yl]-2,4-dimethylphenyl]-1,1,1-trifluoromethanesulfonamide C1(CC1)OC1C(N(CC1)C=1C(=CC(=C(C1)NS(=O)(=O)C(F)(F)F)C)C)=O